N9-(4-aminobutyl)harmine NCCCCN1C2=CC(=CC=C2C=2C=CN=C(C)C12)OC